C(C)C1=CC=C(C=C1)C1=CC=C(C=C1)C1=CCC(CC1)CCC 4'-ethyl-4-(4-propylcyclohex-1-enyl)biphenyl